COC(=O)C1NC(CCC1)=O Methyl-(5RS)-6-oxopiperidin-2-carboxylat